C1=CC=CC=2C3=CC=CC=C3C(C12)COC(=O)N[C@H](C)C(=O)N1[C@@H](CCC1)C(=O)O (((9H-fluoren-9-yl)methoxy)carbonyl)-D-alanyl-L-proline